C1(=CC=C(C=C1)S(=O)(=O)OC=1C=C(C=CC1)NC(=O)NC1=CC(=CC=C1)OS(=O)(=O)C1=CC=C(C=C1)OC)C N-[3-(p-tolylsulfonyloxy)phenyl]-N'-[3-(p-methoxyphenylsulfonyloxy)phenyl]urea